O=C1CCC=2C(=CC=NC2N1)C=1C=C(CNS(=O)(=O)C=2SC=CC2)C=CC1 N-(3-(7-oxo-5,6,7,8-tetrahydro-1,8-naphthyridin-4-yl)benzyl)thiophene-2-sulfonamide